3-methyl-5-phenyl-1-oxa-5-azaspiro[5.5]undec-7,10-diene-4,9-dione CC1COC2(N(C1=O)C1=CC=CC=C1)C=CC(C=C2)=O